C1(=C(C(=CC=C1)C)C)C(=O)N xyloamide